tert-butyl (2-fluoro-4-((2-(piperidin-1-yl)pyridin-4-yl)oxy)phenyl)carbamate FC1=C(C=CC(=C1)OC1=CC(=NC=C1)N1CCCCC1)NC(OC(C)(C)C)=O